ClC1=CC=C2C(=C1)NC(C21N(C(C=2N=C(N(C21)C(C)C)C2=C(C=CC=C2)OC)=O)C=2C(N(C=C(C2)Cl)C)=O)=O 6-chloro-5'-(5-chloro-1-methyl-2-oxo-1,2-dihydropyridin-3-yl)-3'-isopropyl-2'-(2-methoxyphenyl)-3'H-spiro[indoline-3,4'-pyrrolo[3,4-d]imidazole]-2,6'(5'H)-dione